methyl (S)-2-((S)-2-((E)-3-(4-chloro-2-fluorophenyl)acrylamido)-3-cyclopropylpropanamido)-3-((S)-2-oxopyrrolidin-3-yl)propanoate ClC1=CC(=C(C=C1)/C=C/C(=O)N[C@H](C(=O)N[C@H](C(=O)OC)C[C@H]1C(NCC1)=O)CC1CC1)F